N-heptyl-N-decylurea C(CCCCCC)N(C(=O)N)CCCCCCCCCC